[Sb].[Pb] lead-stibium